O=C1N=CNO1 5-oxo-1,2,4-oxadiazole